N=1C=CN2N=C(C=CC21)C=2C=CN1N=C(N=CC12)N[C@@H]1C[C@@H](C1)N1CCN(CC1)C 5-(imidazo[1,2-b]pyridazin-6-yl)-N-(cis-3-(4-methylpiperazin-1-yl)cyclobutyl)pyrrolo[2,1-f][1,2,4]triazin-2-amine